FC(CN1N=CC=2C1=NC(=CN2)NC2CCC1(CN(C1)C1=NC(=CC=C1)C(F)(F)F)CC2)F N-[1-(2,2-difluoroethyl)-1H-pyrazolo[3,4-b]pyrazin-6-yl]-2-[6-(trifluoromethyl)pyridin-2-yl]-2-azaspiro[3.5]nonan-7-amine